C1(=CC=CC=C1)CCC1=C(C=CC(=C1C)Cl)O o-phenylethyl-m-methyl-p-chlorophenol